3-(5-(4-fluoro-5-methylisoindoline-2-carbonyl)-1-oxoisoindolin-2-yl)piperidine-2,6-dione FC1=C2CN(CC2=CC=C1C)C(=O)C=1C=C2CN(C(C2=CC1)=O)C1C(NC(CC1)=O)=O